isopropyl 2-((5-acrylamido-4-((2R,4S)-2-((di-methylamino)methyl)-4-fluoro-pyrrolidin-1-yl)-2-methoxy-phenyl)amino)-4-(5,6-difluoro-3,3-dimethylindolin-1-yl)pyrimidine-5-carboxylate C(C=C)(=O)NC=1C(=CC(=C(C1)NC1=NC=C(C(=N1)N1CC(C2=CC(=C(C=C12)F)F)(C)C)C(=O)OC(C)C)OC)N1[C@H](C[C@@H](C1)F)CN(C)C